methyl (2E)-3-(4-{[(4S)-4-{[(tert-butoxy)carbonyl]amino}-4-{[(3R)-1-ethylpyrrolidin-3-yl]carbamoyl}butyl]amino}-3-nitrophenyl)prop-2-enoate C(C)(C)(C)OC(=O)N[C@@H](CCCNC1=C(C=C(C=C1)/C=C/C(=O)OC)[N+](=O)[O-])C(N[C@H]1CN(CC1)CC)=O